6-[4-(2-[2-[(tert-butyl-dimethyl-silyl)oxy]ethoxy]acetyl)piperazin-1-yl]pyridine-3-carbonitrile C(C)(C)(C)[Si](OCCOCC(=O)N1CCN(CC1)C1=CC=C(C=N1)C#N)(C)C